(2R)-1-benzyloxycarbonyl-4-tert-butoxycarbonylpiperazine-2-carboxylic acid C(C1=CC=CC=C1)OC(=O)N1[C@H](CN(CC1)C(=O)OC(C)(C)C)C(=O)O